5-Fluoro-N,N-diisopropyl-2-(3-(1-((1S,3aR,6aS)-octahydrocyclopenta[c]-pyrrole-1-carbonyl)piperidine-4-carbonyl)-1H-pyrrolo[2,3-c]pyridin-1-yl)benzamide FC=1C=CC(=C(C(=O)N(C(C)C)C(C)C)C1)N1C=C(C=2C1=CN=CC2)C(=O)C2CCN(CC2)C(=O)[C@H]2NC[C@H]1[C@@H]2CCC1